(1r,4s)-4-(3-bromoanilino)-6'-methoxy-2',3'-dihydrospiro[cyclohexane-1,1'-indene]-4-carboxylic acid BrC=1C=C(NC2(CCC3(CCC4=CC=C(C=C34)OC)CC2)C(=O)O)C=CC1